1-(2-tert-butoxy-2-oxoethyl)piperidine-4-carboxylic acid C(C)(C)(C)OC(CN1CCC(CC1)C(=O)O)=O